(3R)-3-(4-chlorophenyl)-2-[(5-chloropyridin-2-yl)methyl]-4-fluoro-3-({1-[hydroxy(2H2)methyl]cyclopropyl}(2H2)methoxy)-6-(2-hydroxy-1-methoxypropan-2-yl)-2,3-dihydro-1H-isoindol-1-one ClC1=CC=C(C=C1)[C@@]1(N(C(C2=CC(=CC(=C12)F)C(COC)(C)O)=O)CC1=NC=C(C=C1)Cl)OC([2H])([2H])C1(CC1)C([2H])([2H])O